4-(diethoxyphosphoryl)butanesulfonic acid 2-propynyl ester C(C#C)OS(=O)(=O)CCCCP(=O)(OCC)OCC